[2-Bromo-6-methoxy-4-(prop-1-yn-1-yl)phenyl]-8-(2,2-difluoroethoxy)-4-hydroxy-1-azaspiro[4.5]dec-3-en-2-one BrC1=C(C(=CC(=C1)C#CC)OC)N1C(C=C(C12CCC(CC2)OCC(F)F)O)=O